CO[SiH2]O[Si](OC)(OC)OC tetramethoxydisiloxane